tert-butyl {[(2S)-2-{[(4-bromophenyl)carbamoyl]amino}pentanoyl]amino}acetate BrC1=CC=C(C=C1)NC(=O)N[C@H](C(=O)NCC(=O)OC(C)(C)C)CCC